C1(=CC=CC=C1)S(=O)(=O)C(OC)(OC)C1=C(C(=C(C2=C(C(=C(C(=C12)CC=C(C)C)CC=C(C)C)CC=C(C)C)CC=C(C)C)CC=C(C)C)CC=C(C)C)CC=C(C)C phenylsulfonyl-heptaprenyl-dimethoxymethylnaphthalene